COC1CN(C1)C1=CC=2C(N=C1)=NNC2 5-(3-methoxyazetidin-1-yl)-2H-pyrazolo[3,4-b]pyridin